(2-(pyridin-2-yl)ethyl)-3-phenyl-1,2,4-oxadiazole-5-carboxamide N1=C(C=CC=C1)CCNC(=O)C1=NC(=NO1)C1=CC=CC=C1